(1-(hydroxymethyl)cyclopropyl)benzamide OCC1(CC1)C1=C(C(=O)N)C=CC=C1